NC1=CC(=NC=C1)C1(CC1)C(=O)N 1-(4-Aminopyridin-2-yl)cyclopropane-1-carboxamide